n-butyl-ammonium hydrogen carbonate C(O)([O-])=O.C(CCC)[NH3+]